CO[C@H]1C[C@H](C1)NC1=NN2C(C=N1)=C(C=C2)C=2C=C1C=CC=NC1=CC2 N-(cis-3-methoxycyclobutyl)-5-(quinolin-6-yl)pyrrolo[2,1-f][1,2,4]triazin-2-amine